CN1CCN(CC1)CCCC1=CC=C2C3=C(C(OC2=C1)=O)C=CC=C3 3-(3-(4-methylpiperazin-1-yl)-propyl)-6H-benzo[c]chromen-6-one